C(C)OC(CCNC(=O)N1CC2=CC(=C(C=C2C1)OCCCOC=1C=C2CN(CC2=CC1OC)C(CCC(=O)[O-])=O)OC)=O 4-(5-(3-((2-((3-ethoxy-3-oxopropyl) carbamoyl)-6-methoxyisoindolin-5-yl) oxy) propoxy)-6-methoxyisoindolin-2-yl)-4-oxobutanoate